4-(6-(4-aminopiperidin-1-yl)-3-(2,2-difluorobenzo[d][1,3]dioxol-5-yl)-4-hydroxypyridin-2-yl)-2-fluorobenzonitrile hydrochloride Cl.NC1CCN(CC1)C1=CC(=C(C(=N1)C1=CC(=C(C#N)C=C1)F)C1=CC2=C(OC(O2)(F)F)C=C1)O